2-[1-(aminomethyl)-4-oxo-3H-phthalazin-6-yl]acetonitrile NCC1=NNC(C2=CC(=CC=C12)CC#N)=O